C(CC)(=O)OC1=C(C=CC=C1)CC(=O)OCCl 2-(2-(chloromethoxy)-2-oxoethyl)phenyl propionate